5-(3-(7H-benzo[c]carbazol-7-yl)-2-bromophenyl)-5H-benzo[b]carbazole C1=CC=CC=2C=CC=3N(C=4C=CC=CC4C3C21)C=2C(=C(C=CC2)N2C1=CC=CC=C1C=1C=C3C(=CC21)C=CC=C3)Br